OCCCN1CCC1 N-(3-hydroxypropyl)azetidine